CC1=C(C(=O)O)C=C(C(=N1)CC(=O)OCC)[N+](=O)[O-] methyl-6-(2-ethoxy-2-oxoethyl)-5-nitronicotinic acid